1,1-diethoxy-5-triethylsilyloxy-2-pentyne C(C)OC(C#CCCO[Si](CC)(CC)CC)OCC